C(C)N(C(OCC(C(COC(N(CC)CC)=O)C(C)C)C(C)C)=O)CC 2,3-diisopropylbutane-1,4-diyl bis(diethylcarbamate)